(trans)-2-[[2-[4-bromo-3-[[tert-butyl(dimethyl)silyl]oxymethyl]-5-chloro-anilino]-5-methyl-pyrimidin-4-yl]amino]cyclopentanecarbonitrile BrC1=C(C=C(NC2=NC=C(C(=N2)N[C@H]2[C@@H](CCC2)C#N)C)C=C1Cl)CO[Si](C)(C)C(C)(C)C